[Li].[Au] Gold-lithium